C(C)(C)(C)OOC(C(=O)OCC1=NN(C2=CC=C(C=C12)Br)C1COCC1)(CCCC)CC (5-bromo-1-(tetrahydrofuran-3-yl)-1H-indazol-3-yl)methanol t-butylperoxy-2-ethylhexanoate